4-[[4-iodo-6-(morpholin-4-yl)pyridin-2-yl]oxy]-1-methylcyclohexan-1-ol IC1=CC(=NC(=C1)N1CCOCC1)OC1CCC(CC1)(O)C